CC(C)C(C=C(C(C)C)NC(C)CC)=O 2,6-dimethyl-5-(sec-butylamino)-4-hepten-3-one